C(C)(C)(C)OC(COCC[C@@H]1CC[C@H](N1C(=O)OC(C)(C)C)C(=O)OC(C)(C)C)=O di-tert-Butyl (2S,5S)-5-(2-(2-(tert-butoxy)-2-oxoethoxy)ethyl)pyrrolidine-1,2-dicarboxylate